[OH-].C(CCCCCCCCCCCCCCCCCCCCC)[NH+](C)C docosyl-dimethyl-ammonium hydroxide